3-tert-butylperoxy-3-phenylphthalide C(C)(C)(C)OOC1(OC(=O)C2=CC=CC=C12)C1=CC=CC=C1